O1C=C(C2=C1C=CC=C2)C[C@H](NC(=O)C2CC21CS(CC1)(=O)=O)B(O)O ((1R)-2-(benzofuran-3-yl)-1-(5,5-dioxo-5-thiaspiro[2.4]heptane-1-carboxamido)ethyl)boronic acid